FC(OC=1C=C(C=CC1)[C@H](CC=C)N[S@@](=O)C(C)(C)C)F (S)-N-((S)-1-(3-(difluoromethoxy)phenyl)but-3-en-1-yl)-2-methylpropane-2-sulfinamide